bis(butylamino)silane C(CCC)N[SiH2]NCCCC